FC1=CC=C(C=C1)CCNC([O-])=O N-[2-(4-fluorophenyl)ethyl]carbamate